O1C(COCC1)CN1N=C(C2=CC=CC=C12)C(=O)NC=1C=C(C(=O)NC2=C(C=C(C=C2)F)CC(=O)O)C=CC1N1CCCCC1 2-(2-(3-(1-((1,4-dioxan-2-yl)methyl)-1H-indazole-3-carboxamido)-4-(piperidin-1-yl)benzamido)-5-fluorophenyl)acetic acid